CC(=CC(=O)OCC1C(C(C1)=C(C)C)(C)C)C (3-Isopropylidene-2,2-Dimethylcyclobutyl)Methyl 3-Methyl-2-Butenoate